BrC1=NC=CC(=C1)NCC=1N=C2N(C=C(C=C2CCNC)C2CC2)C1 2-bromo-N-((6-cyclopropyl-8-(2-(methylamino)ethyl)imidazo[1,2-a]pyridin-2-yl)methyl)pyridin-4-amine